(R)-N-((1,2,3,5,6,7-hexahydro-s-indacen-4-yl)carbamoyl)-4-(1-methyl-pyrrolidin-2-yl)benzene-sulfonimidamide C1CCC2=C(C=3CCCC3C=C12)NC(=O)N[S@](=O)(=N)C1=CC=C(C=C1)C1N(CCC1)C